NC1=NC(=NN1CC1=CC=C(C=C1)OC)C(=O)OC methyl 5-amino-1-[(4-methoxyphenyl)methyl]-1,2,4-triazole-3-carboxylate